C(N)(=O)C=1N(N=C2C1N=CC=C2N2CCN(CCC2)C(=O)OC(C)(C)C)C2=CC=C(C=C2)OC2=CC=CC=C2 tert-butyl 4-[3-carbamoyl-2-(4-phenoxyphenyl)-2H-pyrazolo[4,3-b]pyridin-7-yl]-1,4-diazepane-1-carboxylate